(R)-3-(3-((tert-butoxycarbonyl)amino)propoxy)-2-chloro-7-isopropyl-11-oxo-6,7-dihydro-11H-benzo[f]pyrido[1,2-d][1,4]oxazepine-10-carboxylic acid C(C)(C)(C)OC(=O)NCCCOC1=CC2=C(C=3N([C@@H](CO2)C(C)C)C=C(C(C3)=O)C(=O)O)C=C1Cl